4-(trifluoromethyl)phenylacetyl chloride FC(C1=CC=C(C=C1)CC(=O)Cl)(F)F